CC1(OB(OC1(C)C)C=1C=C(C=C(C1)C(F)(F)F)CO)C [3-(4,4,5,5-tetramethyl-1,3,2-dioxaborolan-2-yl)-5-(trifluoromethyl)phenyl]Methanol